Hexyl Propionate (hexyl propanoate) C(CCCCC)C(C(=O)O)C.C(CC)(=O)OCCCCCC